5-(4-(trifluoromethyl)phenyl)nicotinamide FC(C1=CC=C(C=C1)C=1C=NC=C(C(=O)N)C1)(F)F